2-[1-[(4-methylphenyl)methyl]-5-oxopyrrolidin-2-yl]-N-[2-[3-(trifluoromethyl)phenyl]ethyl]acetamid CC1=CC=C(C=C1)CN1C(CCC1=O)CC(=O)NCCC1=CC(=CC=C1)C(F)(F)F